bis(2-butyloctyl) 10-(N-(3-(dimethylamino)propyl) nonanamido)-nonadecanedioate CN(CCCN(C(CCCCCCCC)=O)C(CCCCCCCCC(=O)OCC(CCCCCC)CCCC)CCCCCCCCC(=O)OCC(CCCCCC)CCCC)C